ferric tridecylate C(CCCCCCCCCCCC)(=O)[O-].[Fe+3].C(CCCCCCCCCCCC)(=O)[O-].C(CCCCCCCCCCCC)(=O)[O-]